C(C)(CC)C=1C(=C2C=NN(C2=CC1C)C1OCCCC1)B1OC(C(O1)(C)C)(C)C 5-(sec-butyl)-6-methyl-1-(tetrahydro-2H-pyran-2-yl)-4-(4,4,5,5-tetramethyl-1,3,2-dioxaborolan-2-yl)-1H-indazole